CC=1C=C(N)C=CC1SC1=CC=2N(C=C1)N=CN2 3-methyl-4-[[1,2,4]triazolo[1,5-a]pyridin-7-ylsulfanyl]aniline